3-(((1R,3S)-3-acrylamidocyclohexyl)amino)-N-((S)-2-(dimethylamino)-1-phenylethyl)-6,6-dimethyl-4,6-dihydropyrrolo[3,4-c]pyrazole-5(1H)-carboxamide C(C=C)(=O)N[C@@H]1C[C@@H](CCC1)NC=1C2=C(NN1)C(N(C2)C(=O)N[C@H](CN(C)C)C2=CC=CC=C2)(C)C